FC(C=1C(=NC=C(C1)N=C(C1=CC=CC=C1)C1=CC=CC=C1)N1N=NC=C1C(C)=O)F 1-(1-(3-(difluoromethyl)-5-((diphenylmethylene)amino)pyridin-2-yl)-1H-1,2,3-triazol-5-yl)ethan-1-one